NC1=C2C(=NC=N1)N(N=C2C=2C=NC(=CC2F)OC2=CC=CC=C2)[C@H]2CN(CCC2)C(=O)C(C#N)=CC2CC2 (R)-2-(3-(4-amino-3-(4-fluoro-6-phenoxypyridin-3-yl)-1H-pyrazolo[3,4-d]pyrimidin-1-yl)piperidine-1-carbonyl)-3-cyclopropylacrylonitrile